C(C#CC)OC(CN1C(=CC(C=C1C)=O)C)C1=CC(=C(C=C1)OC)OCC1CC1 1-(2-(but-2-yn-1-yloxy)-2-(3-cyclopropylmethoxy-4-methoxyphenyl)ethyl)-2,6-dimethylpyridin-4(1H)-one